O1C(OCC1)C1=CN=C(N1C)C(C(CC(C=O)C1CC1)S(=O)(=O)CC)=O 5-(5-(1,3-Dioxolan-2-yl)-1-methyl-1H-imidazol-2-yl)-2-cyclopropyl-4-(ethylsulfonyl)-5-oxovaleraldehyde